1-ethyl-3-(5-fluoro-6-((1-(2-fluoro-6-(1H-imidazol-2-yl)pyridin-3-yl)piperidin-4-yl)methyl)pyrimidin-4-yl)urea C(C)NC(=O)NC1=NC=NC(=C1F)CC1CCN(CC1)C=1C(=NC(=CC1)C=1NC=CN1)F